C1N(C[C@@H]2[C@H]1CNC2)C2=NC(=NC(=C2)N2CCCC2)NC2=CC1=C(C=N2)C=NN1C(C)C N-{4-[(3aR,6aS)-hexahydropyrrolo[3,4-c]pyrrol-2(1H)-yl]-6-(pyrrolidin-1-yl)pyrimidin-2-yl}-1-(propan-2-yl)-1H-pyrazolo[4,3-c]pyridin-6-amine